OC=1C=C(CNC(CSC=2SC3=C(N2)C=CC(=C3)F)=O)C=CC1O N-(3,4-dihydroxybenzyl)-2-((6-fluorobenzo[d]thiazol-2-yl)thio)acetamide